C1(CC1)C=1N=NN(C1)[C@H](C(=O)N1[C@@H](C[C@H](C1)O)C(=O)NCCC=1SC=C(N1)C1=NC=CC=C1)C(C)(C)C (2S,4R)-1-[(2S)-2-(4-cyclopropyltriazol-1-yl)-3,3-dimethyl-butanoyl]-4-hydroxy-N-[2-[4-(2-pyridyl)thiazol-2-yl]ethyl]pyrrolidine-2-carboxamide